4-(2-(4-cyclopropyl-6-methoxypyrimidin-5-yl)-7-oxopyrido[2,3-d]pyrimidin-8(7H)-yl)but-2-ynal C1(CC1)C1=NC=NC(=C1C=1N=CC2=C(N1)N(C(C=C2)=O)CC#CC=O)OC